C(C)(C)(C)OC(=O)N1C(C=2N(CC1)C(=NN2)C(F)(F)F)C 8-methyl-3-(trifluoromethyl)-5,6-dihydro-[1,2,4]triazolo[4,3-a]pyrazine-7(8H)-carboxylic acid tert-butyl ester